IC1=NC=CC(=N1)C=1C=NSC1 4-(2-iodopyrimidin-4-yl)isothiazole